6-propyl-4,5,6,7-tetrahydrobenzo[d]thiazole-2,6-diamine hydrochloride salt Cl.C(CC)C1(CC2=C(N=C(S2)N)CC1)N